2-hydroxy-4-methoxy-5-sulfobenzophenone hydrochloride Cl.OC1=C(C(=O)C2=CC=CC=C2)C=C(C(=C1)OC)S(=O)(=O)O